3-((4-methoxybenzyl)(methyl)amino)-4-(methyl(4-(5-(trifluoromethyl)-1,2,4-oxadiazol-3-yl)benzyl)amino)cyclobut-3-ene-1,2-dione COC1=CC=C(CN(C=2C(C(C2N(CC2=CC=C(C=C2)C2=NOC(=N2)C(F)(F)F)C)=O)=O)C)C=C1